N-{1-[(3bR,4aR)-1-(2-{cis-4-[(3-methylpyridin-2-yl)oxy]cyclohexyl}ethyl)-3b,4,4a,5-tetrahydro-1H-cyclopropa[3,4]cyclopenta[1,2-c]pyrazole-3-carbonyl]piperidin-4-yl}acetamide CC=1C(=NC=CC1)O[C@H]1CC[C@H](CC1)CCN1N=C(C2=C1C[C@@H]1[C@H]2C1)C(=O)N1CCC(CC1)NC(C)=O